dimethoxy(methyl)(vinyl)silane CO[Si](C=C)(C)OC